CN1C(CC(CC1(C)C)(O)CCO)(C)C 1,2,2,6,6-pentamethyl-4-hydroxyethyl-4-piperidinol